C(C)(C)(C)C1=C(O)C=CC(=C1)O Tert-butyl-hydroquinone